FC(C=COCCOC=CC(F)(F)F)(F)F 1,2-bis(3,3,3-trifluoropropenoxy)ethane